N,N-dimethyl-p-aminoethylstyrene CN(C)CCC1=CC=C(C=C)C=C1